FC(C(=O)O)(F)F.NCCCOCCCC(C(=O)N)OC1=C2C(N(C(C2=CC=C1)=O)C1C(NC(CC1)=O)=O)=O (3-(3-aminopropoxy)propyl)-2-((2-(2,6-dioxopiperidin-3-yl)-1,3-dioxoisoindolin-4-yl)oxy)acetamide trifluoroacetate